P(=O)(OC(C)(C)C)(OC(C)(C)C)OCN1N=C(C(=C1)C1=CC=C2C(N(C=NC2=C1)[C@H](C)C1=CC(=CC=C1)C(NC)=O)=O)C(F)(F)F ditert-butyl [4-[3-[(1R)-1-[3-(methylcarbamoyl)phenyl]ethyl]-4-oxo-quinazolin-7-yl]-3-(trifluoromethyl)pyrazol-1-yl]methyl phosphate